2-(4-(2-(8-(2-hydroxy-prop-2-yl)imidazo[1,2-a]pyridin-6-yl)-3-isopropyl-1H-indol-5-yl)piperidin-1-yl)-N,N-dimethylacetamide OC(C)(C)C=1C=2N(C=C(C1)C=1NC3=CC=C(C=C3C1C(C)C)C1CCN(CC1)CC(=O)N(C)C)C=CN2